(S)-2-(3-chloro-2,6-difluorophenyl)-2-(4-fluorobicyclo[2.2.1]heptan-1-yl)acetic acid ClC=1C(=C(C(=CC1)F)[C@@H](C(=O)O)C12CCC(CC1)(C2)F)F